BrCCCCO[Si](C)(C)C(C)(C)C 1-Bromo-4-(tert-butyldimethylsilyloxy)-butane